C1N(CC2=CC=CC=C12)C1=NC2=C(C=C(C=C2C(N1N1CCOCC1)=O)C)[C@@H](C)N[S@](=O)C(C)(C)C (R)-N-((R)-1-(2-(isoindolin-2-yl)-6-methyl-3-morpholino-4-oxo-3,4-dihydroquinazolin-8-yl)ethyl)-2-methylpropane-2-sulfinamide